N1=CC=C(C=C1)COC1=NC(=CC(=C1C#N)C1=CC=C(C=C1)F)C1=NC=CC=C1C 2-((Pyridin-4-yl)methoxy)-4-(4-fluorophenyl)-6-(3-methylpyridin-2-yl)pyridine-3-carbonitrile